N-methyl-N-(1-(7-(8-methylnaphthalen-1-yl)-2-(((S)-1-methylpyrrolidin-2-yl)methoxy)-5,6,7,8-tetrahydropyrido[3,4-d]pyrimidin-4-yl)piperidin-4-yl)aziridine-2-carboxamide CN(C(=O)C1NC1)C1CCN(CC1)C=1C2=C(N=C(N1)OC[C@H]1N(CCC1)C)CN(CC2)C2=CC=CC1=CC=CC(=C21)C